tert-butyl (3-((5-methyl-7-((2-methylthiazol-5-yl)sulfonyl)-4-oxo-4,5,6,7,8,9-hexahydro-3H-pyrido[4',3':4,5]pyrrolo[2,3-d]pyridazin-3-yl)methyl)phenyl)carbamate CN1C2=C(C3=C1C(N(N=C3)CC=3C=C(C=CC3)NC(OC(C)(C)C)=O)=O)CCN(C2)S(=O)(=O)C2=CN=C(S2)C